ClC1=NN2C3=C(C=NC2=C1)N(CCC31COCC1)C(=O)OC(C)(C)C tert-butyl 4-chlorospiro[2,3,7,10-tetrazatricyclo[7.4.0.02,6]trideca-1(9),3,5,7-tetraene-13,3'-tetrahydrofuran]-10-carboxylate